FC1=CC(=C(C=C1C=1C=NC(=NC1)N1CCOCC1)NC(=O)C1=CNC(C=C1C(F)(F)F)=O)N1C[C@@H](CC1)N(CC)CC |r| N-[4-fluoro-5-(2-morpholin-4-ylpyrimidin-5-yl)-2-[rac-(3R)-3-(diethylamino)pyrrolidin-1-yl]phenyl]-6-oxo-4-(trifluoromethyl)-1H-pyridine-3-carboxamide